C1(CC1)C=1N(C=CN1)C=1C=C(OCC(C)OC2=C(C=C(C#N)C=C2)F)C=CC1 4-((1-(3-(2-cyclopropyl-1H-imidazol-1-yl)phenoxy)propan-2-yl)oxy)-3-fluorobenzonitrile